OC1=C(C=C(C=C1S(=O)(=O)O)O)CS(=O)(=O)CC=1C(=C(C(=O)O)C=C(C1)O)O 3-((2,5-dihydroxy-3-sulfophenyl)methylsulfonylmethyl)-2,5-dihydroxybenzoic acid